Cl.N[C@H](C)C=1C=C(CN)C=C(C1F)C |r| (R/S)-3-(1-aminoethyl)-4-fluoro-5-methylbenzylamine hydrochloride